6-((2r,4r)-4-((5-cyclopropyl-3-(2,6-dichlorophenyl)isoxazol-4-yl)methoxy)-2-methylpiperidin-1-yl)nicotinonitrile C1(CC1)C1=C(C(=NO1)C1=C(C=CC=C1Cl)Cl)CO[C@H]1C[C@H](N(CC1)C1=NC=C(C#N)C=C1)C